N1N=C(C2=CC=CC=C12)CC1N(CCC(C1)C(=O)N)C(=O)C1=NNC(=C1)C1=CC(=NC=C1Cl)OC ((1H-indazol-3-yl)methyl)-1-(5-(5-chloro-2-methoxypyridin-4-yl)-1H-pyrazole-3-carbonyl)piperidine-4-carboxamide